4-((4-(but-2-ynamido)piperidin-1-yl)methyl)-N-(4-(4-morpholino-7H-pyrrolo[2,3-d]pyrimidin-6-yl)phenyl)picolinamide C(C#CC)(=O)NC1CCN(CC1)CC1=CC(=NC=C1)C(=O)NC1=CC=C(C=C1)C1=CC2=C(N=CN=C2N2CCOCC2)N1